COC[C@@H](C)N (R)-1-methoxypropan-2-amine